2-Chloro-N,N-bis(3-guanidinopropyl)acetamide dihydrobromide Br.Br.ClCC(=O)N(CCCNC(=N)N)CCCNC(=N)N